C(C)[N+](C1CCCCC1)(C)C N-ethyl-N,N-dimethylcyclohexanaminium